(1s,3s)-3-(6-methylthiazolo[5,4-c]pyridin-7-yl)cyclobutanol CC1=C(C2=C(C=N1)SC=N2)C2CC(C2)O